(1r,3S)-N-((S)-1-(4-((4-cyclopropyl-1,5-naphthyridin-3-yl)amino)phenyl)-2,2,2-trifluoroethyl)-N-methyl-3-(1H-tetrazol-5-yl)cyclobutane-1-carboxamide C1(CC1)C1=C(C=NC2=CC=CN=C12)NC1=CC=C(C=C1)[C@H](C(F)(F)F)N(C(=O)C1CC(C1)C1=NN=NN1)C